C(CCCCCCCCCCCCCCCC)O Heptadecanyl Alcohol